ClC=1C(=C(C=C(C1)C(F)(F)F)O)C=1N=NC(=CC1)S[C@H]1CN(CCC1)C (R)-3-chloro-2-(6-((1-methylpiperidin-3-yl)thio)pyridazin-3-yl)-5-(trifluoromethyl)phenol